ethyl (5-((S)-3,3-dicyclopropyl-2-(1-isopropyl-1H-pyrazole-5-carboxamido)propanamido)-4-fluoro-2-(1-oxo-1-((2,2,2-trifluoroethyl)amino)propan-2-yl)phenyl)carbamate C1(CC1)C([C@@H](C(=O)NC=1C(=CC(=C(C1)NC(OCC)=O)C(C(NCC(F)(F)F)=O)C)F)NC(=O)C1=CC=NN1C(C)C)C1CC1